methyl-2-bromo-4-[[4-carbamoyl-1-(trans-4-cyanotetrahydropyran-3-yl)pyrazol-3-yl]amino]benzoate COC(C1=C(C=C(C=C1)NC1=NN(C=C1C(N)=O)[C@@H]1COCC[C@H]1C#N)Br)=O